C(C=C)N1CN(S(C2=C1C=C(C=C2)Cl)(=O)=O)[C@H]([C@@H](C)C2=C(C(=CC=C2F)C)C)C2=NN=CO2 5-((1R,2S)-1-(4-allyl-6-chloro-1,1-dioxido-3,4-dihydro-2H-benzo[e][1,2,4]thiadiazin-2-yl)-2-(6-fluoro-2,3-dimethylphenyl)propyl)-1,3,4-oxadiazol